(S)-tert-butyl 2-(2-(1-hydroxycyclopropanecarbonyl)-6-(3-methyl-1H-pyrrolo[2,3-b]pyridin-5-yl)-1,2,3,4-Tetrahydroisoquinolin-8-yl)pyrrolidine-1-carboxylate OC1(CC1)C(=O)N1CC2=C(C=C(C=C2CC1)C=1C=C2C(=NC1)NC=C2C)[C@H]2N(CCC2)C(=O)OC(C)(C)C